2-((3-bromo-2-methylphenyl)carbamoyl)-1-methyl-1,4,6,7-tetrahydro-5H-imidazo[4,5-c]pyridine-5-carboxylic acid tert-butyl ester C(C)(C)(C)OC(=O)N1CC2=C(CC1)N(C(=N2)C(NC2=C(C(=CC=C2)Br)C)=O)C